ClC1=CC=C(C=C1)C1=NOC(=N1)[C@H](C)N (1S)-1-[3-(4-chlorophenyl)-1,2,4-oxadiazol-5-yl]ethanamine